O=C1NC(CCC1N1C(C2=CC=CC(=C2C1)C=1C=C(C=NC1)CC=1C(=NC=C(C1)C=1N=CC2=C(C=CC=C2C1)N1N=C(C2=C1CN(C(C2)=O)C)CC)C(=O)N)=O)=O ((5-(2-(2,6-Dioxopiperidin-3-yl)-1-oxoisoindolin-4-yl)pyridin-3-yl)methyl)-5-(8-(3-ethyl-6-methyl-5-oxo-4,5,6,7-tetrahydro-1H-pyrazolo[3,4-c]pyridin-1-yl)isoquinolin-3-yl)picolinamide